C(C1=CC=CC=C1)C1=CC=C(N=N1)N 6-benzylpyridazin-3-amine